erucoyl chloride C(CCCCCCCCCCC\C=C/CCCCCCCC)(=O)Cl